ClC=1C=CC(=C(C1)S(=O)(=O)NC=1C=C(C(=O)NC2=CC=C(C(=O)O)C=C2)C=C(C1OC)OC)OC 4-[3-(5-Chloro-2-methoxy-benzenesulfonylamino)-4,5-dimethoxy-benzoylamino]-benzoic acid